2,4,6-tribromoborazine BrB1NB(NB(N1)Br)Br